3,3-difluoro-2-methyl-azetidine FC1(C(NC1)C)F